(4-amino-7-(4-(1-hydroxyethyl)-2-methyloxazol-5-yl)-2-(pyridin-2-ylmethyl)pyrazolo[1,5-a]pyrazin-6-yl)benzonitrile NC=1C=2N(C(=C(N1)C1=C(C#N)C=CC=C1)C1=C(N=C(O1)C)C(C)O)N=C(C2)CC2=NC=CC=C2